C(C)N1C(C(=CC=C1)NC(C1=C(C=C(C=C1)S(NCCO)(=O)=O)N1CCC2(CC2)CC1)=O)=O N-(1-ethyl-2-oxo-1,2-dihydropyridin-3-yl)-4-(N-(2-hydroxyethyl)sulfamoyl)-2-(6-azaspiro[2.5]octan-6-yl)benzamide